3,5-di-tert-butyl-4-hydroxylbenzoic acid isooctyl ester C(CCCCC(C)C)OC(C1=CC(=C(C(=C1)C(C)(C)C)O)C(C)(C)C)=O